C(C=C)(=O)OCSC=1SC(=NN1)SCC 2-acryloxymethylthio-5-ethylthio-1,3,4-thiadiazole